CS(=O)(=O)OC(COC1=CC(=C(C=C1)Cl)F)CN1CCC(CC1)NC(=O)C1=NC2=CC=C(C=C2C=C1)Cl 1-(4-chloro-3-fluorophenoxy)-3-(4-(6-chloroquinoline-2-carboxamido)piperidin-1-yl)propan-2-yl methanesulfonate